C(C)[C@@H]1CN(CCN1C(C(F)(F)F)=O)C(=O)C=1C=C(CN2C(NC(C3=CC=CC=C23)=O)=O)C=CC1F (R)-1-(3-(3-ethyl-4-trifluoroacetyl-piperazine-1-carbonyl)-4-fluorobenzyl)quinazoline-2,4(1H,3H)-dione